BrC1=C(C=C(C=C1O)COC)C(\C=C\C=1OC(=CC1)C)=O 1-(2-bromo-3-hydroxy-5-methoxymethylphenyl)-3-(5-methylfuran-2-yl)-(2E)-2-propen-1-one